COC[C@@]1(CN(CC1)C(C)(C)C=1C=CC(=NC1)C)CCC1=CSC(=C1)C (S)-5-(2-(3-(methoxymethyl)-3-(2-(5-methylthiophen-3-yl)ethyl)pyrrolidin-1-yl)propan-2-yl)-2-methylpyridine